N-(tert-butoxycarbonyl)-(2R)-2-aminopentanethioic acid C(C)(C)(C)OC(=O)N[C@@H](C(O)=S)CCC